Cl.C(C)(=O)NCCCC[C@@H](C(=O)OCC)N Ethyl (S)-6-acetamido-2-aminocaproate hydrochloride